NC1=C(C=C(C=C1)C=1C=NC=CC1)NC(C1=CC=C(C=C1)S(=O)(=O)C1CC1)=O N-[2-amino-5-(3-pyridyl)phenyl]-4-(cyclopropylsulfonyl)benzamide